(2-(6-chloro-1-(cyclopropylmethyl)-1,8-dihydropyrrolo[3,2-g]indol-2-yl)-7-fluoro-1-methyl-1H-benzo[d]imidazol-5-yl)methanone ClC1=CNC=2C3=C(C=CC12)C=C(N3CC3CC3)C3=NC1=C(N3C)C(=CC(=C1)C=O)F